BrC=1C=C(C(=C(C=O)C1)I)C 5-bromo-2-iodo-3-methylbenzaldehyde